5-methyl-6-thioxo-1,3,5-thiadiazin-3-ylacetic acid CN1CN(CSC1=S)CC(=O)O